diethyl 2,2-dimethoxyethyl phosphate P(=O)(OCC)(OCC)OCC(OC)OC